6-([1,1'-biphenyl]-4-ylthio)hexylacrylic acid C1(=CC=C(C=C1)SCCCCCCC(C(=O)O)=C)C1=CC=CC=C1